C1(CCCCC1)P(C1=C(C(=CC=C1)OC(C)C)C1=C(C=CC=C1)OC(C)C)C1CCCCC1 2-dicyclohexylphosphino-2',6-diisopropoxy-1,1'-biphenyl